methyl (E)-2-{2-[3-(pyrimidin-2-yloxy)phenoxy]phenyl}-3-methoxyacrylate N1=C(N=CC=C1)OC=1C=C(OC2=C(C=CC=C2)/C(/C(=O)OC)=C\OC)C=CC1